C(CCCCC)N=C=S HEXYL ISOTHIOCYANATE